(R)-6-(4-(4-fluorophenyl)-1-(2-hydroxy-propyl)-1H-imidazol-5-yl)imidazo[1,2-a]pyridine-3-carbonitrile FC1=CC=C(C=C1)C=1N=CN(C1C=1C=CC=2N(C1)C(=CN2)C#N)C[C@@H](C)O